ClC=1C=NC(=C(C(=O)NC2CCC(CC2)CN2C(N(C3=C2C=CC=C3)C=3C=C2C(=NNC2=CC3)Cl)=O)C1)C 5-chloro-N-((1r,4r)-4-((3-(3-chloro-1H-indazol-5-yl)-2-oxo-2,3-dihydro-1H-benzo[d]imidazol-1-yl)methyl)cyclohexyl)-2-methylnicotinamide